2,5-dihydroxy-benzoate OC1=C(C(=O)[O-])C=C(C=C1)O